CN1N=CC(=C1)S(=O)(=O)NC1=NC(=C(C(=N1)C1=C(C=CC=C1)C)C)OC1=CC=C(C=C1)N1CCNCC1 1-Methyl-N-[5-methyl-4-(o-tolyl)-6-(4-piperazin-1-ylphenoxy)pyrimidin-2-yl]pyrazole-4-sulfonamide